tert-butyl (2S,3S)-3-hydroxy-2-(2-(hydroxymethyl)-6-(trifluoromethyl)pyridin-3-yl)piperidine-1-carboxylate O[C@@H]1[C@@H](N(CCC1)C(=O)OC(C)(C)C)C=1C(=NC(=CC1)C(F)(F)F)CO